1,4-Diazabicyclo[2.2.2]octan N12CCN(CC1)CC2